N=1C=CN2N=CC(=CC21)CNC(OC(C)(C)C)=O tert-butyl N-{imidazo[1,2-b]pyridazin-7-ylmethyl}carbamate